2-((2-ethyl-6-(4-(2-(3-hydroxy-3-methylazetidin-1-yl)-2-oxoethyl)piperazin-1-yl)-8-methylimidazo[1,2-a]pyridin-3-yl)(methyl)amino)-4-(4-fluorophenyl)thiazole-5-carbonitrile C(C)C=1N=C2N(C=C(C=C2C)N2CCN(CC2)CC(=O)N2CC(C2)(C)O)C1N(C=1SC(=C(N1)C1=CC=C(C=C1)F)C#N)C